C(C)C=1OC2=C(N1)C=CC(=C2)C=2N=C1N(C(C2)=O)C=C(C=C1)N1C[C@@H](NCC1)C 2-(2-ethyl-1,3-benzoxazol-6-yl)-7-[(3S)-3-methylpiperazin-1-yl]-4H-pyrido[1,2-a]pyrimidin-4-one